C(#N)C(C)(C)C1=CC=C(CN2C=NC(=C2)C(=O)OCC)C=C1 ethyl 1-(4-(2-cyanopropan-2-yl)benzyl)-1H-imidazole-4-carboxylate